Palladium di-acetate C(C)(=O)[O-].C(C)(=O)[O-].[Pd+2]